3-fluoro-indole-7-carbonitrile FC1=CNC2=C(C=CC=C12)C#N